(t-butylimino)bis(dimethylamino)(methylcyclopentadienyl)niobium C(C)(C)(C)N=[Nb](C1(C=CC=C1)C)(N(C)C)N(C)C